3-methoxyisoxazole-4-carboxamide COC1=NOC=C1C(=O)N